3-carboxy-2-oxo-2H-[1,4'-bipyridine]-1'-oxide C(=O)(O)C=1C(N(C=CC1)C1=CC=[N+](C=C1)[O-])=O